CNC=1NC(C=2N=CN([C@H]3[C@H](O)[C@H](O)[C@@H](CO)O3)C2N1)=O N2-methyl-guanosine